but-2-enamide hydrochloride Cl.C(C=CC)(=O)N